O1COC2=C1C=CC(=C2)N(C(C2=CC(=CC=C2)N2N=C(C=C2C(F)(F)F)C=2C=NC=CC2)=O)C N-(1,3-benzodioxol-5-yl)-N-methyl-3-[3-(3-pyridyl)-5-(trifluoromethyl)pyrazol-1-yl]benzamide